2-hydroxy-6-(2,3-dihydroxybenzylamino)purine OC1=NC(=C2NC=NC2=N1)NCC1=C(C(=CC=C1)O)O